C(C)(C)(C)OC(=O)N[C@@H](CCO)C(=O)O (t-butoxycarbonyl)-L-homoserine